O=C1[C@H]2CN([C@@H](C1)C2)C2=NC=1N(C=C2)N=CC1C(=O)NC=1C(=NN(C1)C1CCN(CC1)CC1CCC2(CCNCC2)CC1)C(F)F 9-((4-(4-(5-((1R,4R)-2-oxo-5-azabicyclo[2.2.1]heptane-5-yl)pyrazolo[1,5-a]pyrimidine-3-carboxamido)-3-(difluoromethyl)-1H-pyrazol-1-yl)piperidin-1-yl)methyl)-3-azaspiro[5.5]undecane